methyl t-butyl ketone C(C)(C)(C)C(=O)C